5-[4-[(2R,6S)-2,6-dimethylmorpholin-4-yl]cinnolin-6-yl]-1,3-thiazol-2-amine C[C@@H]1CN(C[C@@H](O1)C)C1=CN=NC2=CC=C(C=C12)C1=CN=C(S1)N